2-(2,6-dioxopiperidin-3-yl)-5-((4-(isoquinolin-5-yl)piperidin-1-yl)methyl)isoindoline-1,3-dione O=C1NC(CCC1N1C(C2=CC=C(C=C2C1=O)CN1CCC(CC1)C1=C2C=CN=CC2=CC=C1)=O)=O